3-methacrylamidopropyl-trimethoxysilane C(C(=C)C)(=O)NCCC[Si](OC)(OC)OC